(2R)-2-{3-[4-(2-Chloro-5-cyano-3-{[8-cyano-4-(cyclopropylamino)pyrazolo[1,5-a][1,3,5]triazin-2-yl]amino}phenyl)piperazin-1-yl]azetidin-1-yl}propanamide ClC1=C(C=C(C=C1NC1=NC=2N(C(=N1)NC1CC1)N=CC2C#N)C#N)N2CCN(CC2)C2CN(C2)[C@@H](C(=O)N)C